2-(4-oxopentyl)-1H-isoindole-1,3(2H)-dione O=C(CCCN1C(C2=CC=CC=C2C1=O)=O)C